O=C1NC(CCC1N1C(N(C2=C1C=CC(=C2)[C@@H]2CC[C@H](CC2)OC2CCN(CC2)C(=O)OC(C)(C)C)C)=O)=O trans-tert-butyl 4-[4-[1-(2,6-dioxo-3-piperidyl)-3-methyl-2-oxo-benzimidazol-5-yl]cyclohexoxy]piperidine-1-carboxylate